The molecule is a short-chain fatty acid that is valeric acid in which one of the methylene hydrogens at position 3 has been replaced by a hydroxy group. It is a short-chain fatty acid, a 3-hydroxy fatty acid and a ketone body. It derives from a valeric acid. CCC(CC(=O)O)O